2-(4-((4-chlorobenzyl)oxy)-2-(methoxymethoxy)phenyl)-4-(trifluoromethyl)-1H-pyrrole ClC1=CC=C(COC2=CC(=C(C=C2)C=2NC=C(C2)C(F)(F)F)OCOC)C=C1